3,4-difluorophenyl-thiazolecarboxylic acid FC=1C=C(C=CC1F)C=1N=C(SC1)C(=O)O